(3R)-2-[(5-chloropyridin-2-yl)methyl]-3-({1-[hydroxy(2H2)methyl]cyclopropyl}(2H2)methoxy)-6-(2-hydroxypropan-2-yl)-3-[4-(trifluoromethoxy)phenyl]-2,3-dihydro-1H-isoindol-1-one ClC=1C=CC(=NC1)CN1C(C2=CC(=CC=C2[C@@]1(C1=CC=C(C=C1)OC(F)(F)F)OC([2H])([2H])C1(CC1)C([2H])([2H])O)C(C)(C)O)=O